6-chloro-5-cyano-3,4-dimethyl-N-(3-(methylthio)-1H-indazol-5-yl)picolinamide ClC1=C(C(=C(C(=N1)C(=O)NC=1C=C2C(=NNC2=CC1)SC)C)C)C#N